N1N=C(N=C1)C1=CC=C(C=C1)C=1C(N(C=C2C=CC(=NC12)OCC)C1=CC2=CN(N=C2C=C1)C)=O 8-(4-(1H-1,2,4-triazol-3-yl)phenyl)-2-ethoxy-6-(2-methyl-2H-indazol-5-yl)-1,6-naphthyridin-7(6H)-one